C(C)(C)C1(CC(=CC(=C1)C(C)C)C(C)C)CCCC[Mg] 1,3,5-triisopropylphenylbutylmagnesium